(3-amino-6-(methylsulfonyl)-4,5,6,7-tetrahydropyrazolo[3,4-c]pyridin-1-yl)(2-methyl-1H-indol-4-yl)methanone NC1=NN(C=2CN(CCC21)S(=O)(=O)C)C(=O)C2=C1C=C(NC1=CC=C2)C